N-(1-(4-fluorobenzyl)piperidin-4-yl)-3,3-dimethyl-2,3-dihydro-1H-pyrrolo[3,2-b]pyridine-1-carboxamide FC1=CC=C(CN2CCC(CC2)NC(=O)N2CC(C3=NC=CC=C32)(C)C)C=C1